FC([C@@H](OC1=CC=C(C=N1)C=1N=CC=2N(C1)C=NN2)C)(C)F 6-[6-[(1S)-2,2-difluoro-1-methyl-propoxy]-3-pyridyl]-[1,2,4]Triazolo[4,3-a]Pyrazine